2-(3-(2-((1,5-dimethyl-1H-pyrazol-3-yl)amino)-5-methylpyrimidin-4-yl)-1H-indol-7-yl)-7-fluoro-4-(2-methylpyridin-4-yl)isoindolin-1-one CN1N=C(C=C1C)NC1=NC=C(C(=N1)C1=CNC2=C(C=CC=C12)N1C(C2=C(C=CC(=C2C1)C1=CC(=NC=C1)C)F)=O)C